4-(3-(4-fluorophenyl)-1,2,4-oxadiazol-5-yl)-N-(4-methyl-1,2,5-oxadiazol-3-yl)cyclohexane-1-carboxamide FC1=CC=C(C=C1)C1=NOC(=N1)C1CCC(CC1)C(=O)NC1=NON=C1C